2-(4-(5-chloro-2-(1H-tetrazol-1-yl)phenyl)-2,5-dioxopiperazin-1-yl)-3-phenyl-N-(pyrazolo[1,5-a]pyridin-6-yl)propanamide ClC=1C=CC(=C(C1)N1CC(N(CC1=O)C(C(=O)NC=1C=CC=2N(C1)N=CC2)CC2=CC=CC=C2)=O)N2N=NN=C2